NC=1C2=C(C(NN1)=O)N(N=C2C2=CC=C(CNC(C1=C(C=CC(=C1)F)OC)=O)C=C2)C(C)C(C)(C)C N-(4-(4-amino-1-(3,3-dimethylbutan-2-yl)-7-oxo-6,7-dihydro-1H-pyrazolo[3,4-d]pyridazin-3-yl)benzyl)-5-fluoro-2-methoxybenzamide